FCCCN1C[C@H](CC1)OC1=CC=C(C=C1)C1=C(CCCC2=C1C=CC(=C2)O)C2=CC1=C(N(C=N1)C)C=C2 5-[4-[(3S)-1-(3-fluoropropyl)pyrrolidin-3-yl]oxyphenyl]-6-(1-methyl-benzimidazol-5-yl)-8,9-dihydro-7H-benzo[7]annulen-2-ol